Cl.CC=1N=C2C(=C3CCNCC13)CN(C2)C(=O)[C@H]2CN(CC2)C2=CC(=NC=C2)C(F)(F)F (5-Methyl-1,3,6,7,8,9-hexahydro-2,4,7-triaza-cyclopenta[a]naphthalen-2-yl)-[1-(2-trifluoromethyl-pyridin-4-yl)-pyrrolidin-3(R)-yl]-methanone hydrochloride